[N+](=O)([O-])C1=NN(C=N1)S(=O)(=O)CC1=CC=CC=C1 3-nitro-1-toluenesulfonyl-1,2,4-triazole